4-(((4-cyano-2-nitrophenyl)amino)methyl)benzenesulfonamide C(#N)C1=CC(=C(C=C1)NCC1=CC=C(C=C1)S(=O)(=O)N)[N+](=O)[O-]